α-hydroxypelargonic acid OC(C(=O)O)CCCCCCC